FC(CO[C@H]1CC[C@H](CC1)NC=1N=CC2=C(N1)NC=C2C2=CC=1N(C=C2)N=CC1)F N-(cis-4-(2,2-Difluoroethoxy)cyclohexyl)-5-(pyrazolo[1,5-a]pyridin-5-yl)-7H-pyrrolo[2,3-d]pyrimidin-2-amine